ClC1=CC=C(C(=N1)C=1C=C(C(=C(C=O)C1)B1OC(C(O1)(C)C)(C)C)F)NC(C)C=1C=C(C=C2C(C(=C(OC12)N1CCC(CC1)(F)F)C)=O)C 5-[6-chloro-3-[1-[2-(4,4-difluoro-1-piperidyl)-3,6-dimethyl-4-oxo-chromen-8-yl]ethylamino]-2-pyridyl]-3-fluoro-2-(4,4,5,5-tetramethyl-1,3,2-dioxaborolan-2-yl)benzaldehyde